C(C)C1(N=NNN1)CC(=O)O 5-ethyl-1H-tetrazole-acetic acid